CC=1C=CCN(C1)C=1C=CC2=C(N=C(O2)C=2C=NC=CC2)C1 5-methyl-N-[2-(pyridin-3-yl)-1,3-benzoxazol-5-yl]pyridine